C(C)(C)(C)C1=C(C=2C(=NC(=CN2)CO)N1C)CCOC [6-tert-butyl-7-(2-methoxyethyl)-5-methyl-pyrrolo[2,3-b]pyrazin-3-yl]methanol